3-[[2-[4-(4-ethoxy-6-oxo-1H-pyridin-3-yl)-2-fluoro-phenyl]acetyl]amino]-N-[2-[(2R)-2-methylpyrrolidin-1-yl]ethyl]-5-(trifluoromethyl)benzamide C(C)OC=1C(=CNC(C1)=O)C1=CC(=C(C=C1)CC(=O)NC=1C=C(C(=O)NCCN2[C@@H](CCC2)C)C=C(C1)C(F)(F)F)F